N-(1,5-dimethyl-1H-indazol-6-yl)-3-methyl-1-(tetrahydro-2H-pyran-4-yl)-1H-pyrazolo[3,4-d]pyrimidin-6-amine CN1N=CC2=CC(=C(C=C12)NC1=NC=C2C(=N1)N(N=C2C)C2CCOCC2)C